methyl 8-cyano-7-fluoro-2,3-dihydrobenzo[b][1,4]dioxine-5-carboxylate C(#N)C1=C(C=C(C2=C1OCCO2)C(=O)OC)F